OC=1C=C(C=CC1OC)/C=C/C=1C=C(C=C(C1)O)O 5-[(E)-2-(3-hydroxy-4-methoxyphenyl)ethenyl]benzene-1,3-diol